CC1=C(NC(=C1[N+](=O)[O-])C)\C=C\1/C(NC2=CC=C(C=C12)C(=O)NC(C)(C)C1=CC=CC=C1)=O (Z)-3-((3,5-dimethyl-4-nitro-1H-pyrrol-2-yl)methylene)-2-oxo-N-(2-phenylpropan-2-yl)indoline-5-carboxamide